CC=1C(=C(C=C(C1)C(F)(F)F)O)C=1C=CC=2C(N1)=NN(C2)[C@H]2CCOCCC2 (R)-3-methyl-2-(2-(oxepan-4-yl)-2H-pyrazolo[3,4-b]pyridin-6-yl)-5-(trifluoromethyl)phenol